((8S,9S,10S)-6-(3-methoxybenzyl)-9-(4-(pyridin-3-ylethynyl)phenyl)-1,6-diazabicyclo[6.2.0]decan-10-yl)methanol COC=1C=C(CN2CCCCN3[C@@H]([C@H]([C@H]3C2)C2=CC=C(C=C2)C#CC=2C=NC=CC2)CO)C=CC1